calcium-magnesium-calcium-titanium [Ti].[Ca].[Mg].[Ca]